tert-butyl 3-oxazol-2-yl-3,6-diazabicyclo[3.1.1]heptane-6-carboxylate O1C(=NC=C1)N1CC2N(C(C1)C2)C(=O)OC(C)(C)C